3-(9H-carbazol-9-yl)-N-(4-methylphenyl)aniline C1=CC=CC=2C3=CC=CC=C3N(C12)C=1C=C(NC2=CC=C(C=C2)C)C=CC1